(+/-)-α-tocopherol CC1=C(C2=C(CCC(O2)(C)CCCC(C)CCCC(C)CCCC(C)C)C(=C1O)C)C